ClC1=C(C2=C(N(C1=O)CC1CC1)CN(C2)C(=O)OC(C)(C)C)C tert-Butyl 3-chloro-1-(cyclopropylmethyl)-4-methyl-2-oxo-1,2,5,7-tetrahydro-6H-pyrrolo[3,4-b]pyridine-6-carboxylate